C(C1=CC=CC=C1)N1C2=C(OCC1=O)C=CC(=C2)[N+](=O)[O-] 4-benzyl-6-nitro-2H-benzo[b][1,4]oxazin-3(4H)-one